4-(4-chloro-6-(2-(difluoromethyl)-1H-benzo[d]imidazole-1-yl)-1,3,5-triazin-2-yl)morpholine ClC1=NC(=NC(=N1)N1C(=NC2=C1C=CC=C2)C(F)F)N2CCOCC2